N1=CC(=C2N1N=CC=C2)C2=C1C(=NC=C2)NC(=C1)C1CN(CC1)C(=O)C1CCN(CC1)C(=O)OC(C)(C)C tert-Butyl 4-(3-(4-(pyrazolo[1,5-b]pyridazin-3-yl)-1H-pyrrolo[2,3-b]pyridin-2-yl)pyrrolidine-1-carbonyl)piperidine-1-carboxylate